The molecule is tetracarboxylate anion of dipyrromethane cofactor; major species at pH 7.3. It has a role as a cofactor. It is a conjugate base of a dipyrromethane cofactor. CC1=C(C(=C(N1)CC2=C(C(=CN2)CCC(=O)[O-])CC(=O)[O-])CCC(=O)[O-])CC(=O)[O-]